C(CNC(=O)N)(=O)[O-] hydantoate